Cl.F[C@H]1CNCCC1 |r| (±)-3-fluoropiperidine hydrochloride